(20-(ethylamino)-20-oxoarachidoyl)glycine C(C)NC(CCCCCCCCCCCCCCCCCCC(=O)NCC(=O)O)=O